FC(C1=CC=C(C=N1)N1CCN(CC1)CC1=CC(=C2N=C(C(NC2=C1)=O)C)F)F 7-((4-(6-(difluoromethyl)pyridin-3-yl)piperazin-1-yl)methyl)-5-fluoro-3-methylquinoxalin-2(1H)-one